4-(5-chloro-2-methoxyphenyl)-N-[6-(4-cyanopiperidin-1-yl)-[1,3]thiazolo[4,5-b]pyrazin-2-yl]-6-methylpyridine-3-carboxamide ClC=1C=CC(=C(C1)C1=C(C=NC(=C1)C)C(=O)NC=1SC=2C(=NC=C(N2)N2CCC(CC2)C#N)N1)OC